4,7-bis(3-hexylthiophene-5-yl)-2,1,3-benzothiadiazole C(CCCCC)C1=CSC(=C1)C1=CC=C(C2=NSN=C21)C2=CC(=CS2)CCCCCC